N1C(=CC=C1)C(=O)OC(=O)NC(=N)N guanidinocarbonyl pyrrolate